BrC1=CC(=C(OC2=NC(=CC=C2)Cl)C=C1)F 2-(4-bromo-2-fluorophenoxy)-6-chloropyridine